8-Chloro-3-(tetrahydro-furan-3-yl)-indolizine-1-carboxylic acid (3,3-difluoro-1-hydroxy-cyclohexyl-methyl)-amide FC1(CC(CCC1)(O)CNC(=O)C=1C=C(N2C=CC=C(C12)Cl)C1COCC1)F